Rac-tert-butyl (R)-4-((1-(4-fluorophenyl)but-3-en-1-yl)carbamoyl)-4-hydroxypiperidine-1-carboxylate FC1=CC=C(C=C1)[C@@H](CC=C)NC(=O)C1(CCN(CC1)C(=O)OC(C)(C)C)O |r|